O=C1NC(=NC2=C1CN(CCC2)C(=O)OC(C)(C)C)C2(CC2)C2=CC(=CC=C2)C2=CN=C(O2)C2=CC=CC=C2 tert-butyl 4-oxo-2-(1-(3-(2-phenyloxazol-5-yl)phenyl)cyclopropyl)-3,4,5,7,8,9-hexahydro-6H-pyrimido[5,4-c]azepine-6-carboxylate